tert-Butyl 7-[8-chloro-3-(1,3-dioxoisoindolin-2-yl)-7-fluoro-6-isoquinolyl]-8-methyl-2,3-dihydropyrido[2,3-b][1,4]oxazine-1-carboxylate ClC=1C(=C(C=C2C=C(N=CC12)N1C(C2=CC=CC=C2C1=O)=O)C1=C(C2=C(OCCN2C(=O)OC(C)(C)C)N=C1)C)F